2-((4-(2,3-dichlorophenyl)piperazin-1-yl)(pyridin-3-yl)methyl)phenol ClC1=C(C=CC=C1Cl)N1CCN(CC1)C(C1=C(C=CC=C1)O)C=1C=NC=CC1